3-(dimethylamino)propylaminoethylamine CN(CCCNCCN)C